CC(C)CC(CCC(C)C)(C)C 2,4,4,7-tetramethyl-octane